N-((3R,4R)-3-fluoro-1-methylpiperidin-4-yl)-5-(1H-pyrrolo[2,3-b]pyridin-3-yl)pyrazolo[1,5-a]pyridine-3-carboxamide F[C@@H]1CN(CC[C@H]1NC(=O)C=1C=NN2C1C=C(C=C2)C2=CNC1=NC=CC=C12)C